C(C=C)C(C(=O)N)SC=1SC=2C(=NC(=C(C2)Br)C2=C(C=CC=C2)Cl)N1 allyl-2-[6-bromo-5-(2-chlorophenyl)thiazolo[4,5-b]pyridin-2-yl]sulfanyl-acetamide